((4-(2-(5-amino-8-methylbenzo[f][1,7]naphthyridin-2-yl)ethyl)-3-methylphenoxy)methyl)phosphonic acid NC1=NC2=C(C=3C=C(C=NC13)CCC1=C(C=C(OCP(O)(O)=O)C=C1)C)C=CC(=C2)C